6-((1S,3R)-3-(1-isopropyl-3-(6-(trifluoromethyl)pyridin-3-yl)-1H-1,2,4-triazol-5-yl)cyclopentyl)-2-thia-6-azaspiro[3.4]octane 2,2-dioxide C(C)(C)N1N=C(N=C1[C@H]1C[C@H](CC1)N1CC2(CS(C2)(=O)=O)CC1)C=1C=NC(=CC1)C(F)(F)F